Methyl 9,9-bis(octylthio)nonanoate C(CCCCCCC)SC(CCCCCCCC(=O)OC)SCCCCCCCC